N-(3-(2-chloro-5-fluorophenyl)-6-((methyl-d3)amino)-1-oxo-2,3-dihydro-1H-pyrrolo[3,4-f]isoquinolin-4-yl)-3-fluoro-5-(trifluoromethyl)benzamide ClC1=C(C=C(C=C1)F)C1NC(C2=C3C=CN=C(C3=CC(=C21)NC(C2=CC(=CC(=C2)C(F)(F)F)F)=O)NC([2H])([2H])[2H])=O